Cl.NCC1=CC=C2CN(C(C2=C1)=O)C1C(NC(CC1)=O)=O 3-(6-(aminomethyl)-1-oxoisoindolin-2-yl)piperidine-2,6-dione hydrochloride